(3aR,6aR)-5-cyano-N-(4-(2-methylpyridin-4-yl)phenyl)hexahydropyrrolo[3,4-b]pyrrole-1(2H)-carboxamide C(#N)N1C[C@@H]2N(CC[C@@H]2C1)C(=O)NC1=CC=C(C=C1)C1=CC(=NC=C1)C